NC1=CC=C(C(=C1C(=O)N(C)C)F)C=1C(=C2C(=NC1)NCC21CC(CC1)OC)Cl 6-Amino-3-(4'-chloro-3-methoxy-1',2'-dihydrospiro[cyclopentane-1,3'-pyrrolo[2,3-b]pyridin]-5'-yl)-2-fluoro-N,N-dimethylbenzamide